C(C)(C)(C)N1N=CC(=C(C1=O)Cl)O 2-tert-butyl-4-chloro-5-hydroxypyridazin-3(2H)-one